2-{[(αR)-6-{4-[(3,3-difluorocyclobutyl)methyl]-2,5-dioxoimidazolidin-1-yl}spiro[3.3]heptan-2-yl]oxy}pyridine-3-carboxamide FC1(CC(C1)CC1NC(N(C1=O)C1CC2(CC(C2)OC2=NC=CC=C2C(=O)N)C1)=O)F